CC1=C(C2=C(OC3=C2C=CC=C3)C=C1)NC=1C3(C2=CC4=CC=CC=C4C2=CC1)C=CC=C1C2=CC=CC=C2C=C13 (methyldibenzofuranyl)(spirobifluorenyl)amine